(2S)-N,N-dimethyl-1-[5-[(2R,5S)-5-methyl-2-piperidyl]-1,3-benzothiazol-2-yl]propan-2-amine CN([C@H](CC=1SC2=C(N1)C=C(C=C2)[C@@H]2NC[C@H](CC2)C)C)C